BrC1=CC=CC=2C(COC21)(C)C2=NNC=C2 3-(7-Bromo-3-methyl-2,3-dihydrobenzofuran-3-yl)-1H-pyrazole